4-((2-((3-ethoxy-3-methylazetidin-1-yl)methyl)-6-fluorobenzyl)amino)-2,6-difluoro-N-(thiazol-4-yl)benzenesulfonamide formate C(=O)O.C(C)OC1(CN(C1)CC1=C(CNC2=CC(=C(C(=C2)F)S(=O)(=O)NC=2N=CSC2)F)C(=CC=C1)F)C